2-amino-5-(4-methylpiperazine-1-ylsulfonyl)benzoic acid NC1=C(C(=O)O)C=C(C=C1)S(=O)(=O)N1CCN(CC1)C